1-(4-methoxyphenyl)-4-methylpiperazine COC1=CC=C(C=C1)N1CCN(CC1)C